C(C)[Si](C)(C)C ethyltrimethyl-silane